3-fluoro-propan-1-ol FCCCO